[U].[Cd].[Pb] lead-cadmium uranium